C1=CC(=C2C(=CC=C3C4=CC=C(C=5C(=CC=C(C1=C23)C45)C(=O)[O-])C(=O)[O-])C(=O)[O-])C(=O)[O-].[Li+].[Li+].[Li+].[Li+] tetralithium-perylene-3,4,9,10-tetracarboxylic acid salt